1-(7-Bromo-2-chloro-6,8-difluoroquinazolin-4-yl)-3-methylpiperidin-3-ol BrC1=C(C=C2C(=NC(=NC2=C1F)Cl)N1CC(CCC1)(O)C)F